3-{1-[4-Amino-3-(5-hydroxypyridin-3-yl)-1H-pyrazolo[3,4-d]pyrimidin-1-yl]ethyl}-4-{4-fluoro-3-[(4-methylpiperazin-1-yl)methyl]phenyl}-1H-isochromen-1-one NC1=C2C(=NC=N1)N(N=C2C=2C=NC=C(C2)O)C(C)C=2OC(C1=CC=CC=C1C2C2=CC(=C(C=C2)F)CN2CCN(CC2)C)=O